C(C(=C)CC(=O)[O-])(=O)OCCC(C)C monoisoamyl itaconate